CC12CN(CC(CC1)(N2C(=O)OC(C)(C)C)C)C(C2=CC=CC=C2)(C2=CC=CC=C2)C2=CC=CC=C2 Tert-butyl 1,5-dimethyl-3-triphenylmethyl-3,8-diazabicyclo[3.2.1]octan-8-carboxylate